CC1(OC(CN(C1)C=1N=C(C=2N=C(N(C(C2N1)=O)C)C)C1=C(C=C(C(=C1)F)F)F)C=1C=NN(C1)C)C 6-(2,2-dimethyl-6-(1-methyl-1H-pyrazol-4-yl)morpholino)-2,3-dimethyl-8-(2,4,5-trifluorophenyl)pyrimido[5,4-d]pyrimidin-4(3H)-one